4-isopropyl-5,5-dimethyloxazolidin-2-one C(C)(C)C1NC(OC1(C)C)=O